(R)-2-((1s,4S)-4-(6-fluoroquinolin-4-yl)cyclohexyl)-N-(4-(pentafluoro-λ6-sulfanyl)phenyl)propanamide FC=1C=C2C(=CC=NC2=CC1)C1CCC(CC1)[C@H](C(=O)NC1=CC=C(C=C1)S(F)(F)(F)(F)F)C